7-bromo-2-(2,5-dimethyl-1H-pyrrol-1-yl)-5-methoxy-[1,2,4]triazolo[1,5-a]pyridine BrC1=CC=2N(C(=C1)OC)N=C(N2)N2C(=CC=C2C)C